O=C1NC(CC[C@@H]1N1C(C2=CC=CC(=C2C1)OCC1=CC=C(CN2CC(CCC2)C(=O)NCCOC)C=C1)=O)=O 1-(4-(((2-((S)-2,6-Dioxopiperidin-3-yl)-1-oxoisoindolin-4-yl)oxy)methyl)benzyl)-N-(2-methoxyethyl)piperidine-3-carboxamide